FC=1C=C2C(=CNC(C2=CC1F)=O)C(C)N(C(=O)C=1N(C2=CC=CC=C2C1)C)C N-(1-(6,7-difluoro-1-oxo-1,2-dihydroisoquinolin-4-yl)ethyl)-N,1-dimethyl-1H-indole-2-carboxamide